C1(CC1)OC(C)C1=NC=CC(=C1)C(C(F)F)=O 1-[2-[1-(cyclopropoxy)ethyl]-4-pyridyl]-2,2-difluoro-ethanone